C1C(CC2=CC=CC=C12)NC(=O)C=1C(=NC=CN1)NC(=O)N1CCC(CC1)NC(CCCCCNC(OC(C)(C)C)=O)=O tert-butyl (6-((1-((3-((2,3-dihydro-1H-inden-2-yl)carbamoyl)pyrazin-2-yl)carbamoyl)piperidin-4-yl)amino)-6-oxohexyl)carbamate